N-(5-((4-chlorobenzyl)oxy)-1,3,4-thiadiazol-2-yl)-3-(1H-indazol-4-yl)isonicotinamide ClC1=CC=C(COC2=NN=C(S2)NC(C2=C(C=NC=C2)C2=C3C=NNC3=CC=C2)=O)C=C1